NC1=C2C(=NC=N1)N(N=C2C2=CC(=C(C=C2)NC(=O)NC2=CC(=NO2)C(C)C)F)C2CC2 1-(4-(4-amino-1-cyclopropyl-1H-pyrazolo[3,4-d]pyrimidin-3-yl)-2-fluorophenyl)-3-(3-isopropylisoxazol-5-yl)urea